1-(2-iodo-1-(2,2,2-trifluoroethyl)-1H-indol-4-yl)-3-(1-methylpiperidin-4-yl)urea IC=1N(C2=CC=CC(=C2C1)NC(=O)NC1CCN(CC1)C)CC(F)(F)F